C(C)SC=1C=CC(=NC1)C#N 5-(ethylsulfanyl)pyridinecarbonitrile